C(C1=CC=CC=C1)O[C@@H]1[C@](O[C@@H]2OC(O[C@@H]21)(C)C)(COCC2=CC=CC=C2)C#C[Si](CC)(CC)CC [2-[(3aR,5R,6S,6aR)-6-(benzyloxy)-5-[(benzyloxy)methyl]-2,2-dimethyl-dihydro-3aH-furo[2,3-d][1,3]dioxol-5-yl]ethynyl]triethylsilane